4-bromo-3-(methoxymethyloxy)-N-methylbenzamide BrC1=C(C=C(C(=O)NC)C=C1)OCOC